SCCC(=O)OCCCCCCCCCCCCCCCCCCCCCCCCCCCC Octacosyl 3-Mercaptopropionate